FC1(CN(CC1)C1=C(C=CC(=N1)NC(=O)C1CC1)C(=O)N1C(CN(CC1)C)C1=CC=CC=C1)F N-[6-(3,3-difluoropyrrolidin-1-yl)-5-(4-methyl-2-phenylpiperazine-1-carbonyl)pyridin-2-yl]cyclopropanecarboxamide